2-(3-(2-((1,5-dimethyl-1H-pyrazol-3-yl)amino)-5-methylpyrimidin-4-yl)-1H-indol-7-yl)isoindolin-1-one CN1N=C(C=C1C)NC1=NC=C(C(=N1)C1=CNC2=C(C=CC=C12)N1C(C2=CC=CC=C2C1)=O)C